COC1=CC=C(C=C1)CC(C)C 1-(4-Methoxyphenyl)-2-methylpropan